N-cyclopropyl-1-[2-fluoro-4-(5-{2-[3-(trifluoromethoxy)phenyl]acetamido}-1,3,4-thiadiazol-2-yl)butyl]-1H-1,2,3-triazole-4-carboxamide C1(CC1)NC(=O)C=1N=NN(C1)CC(CCC=1SC(=NN1)NC(CC1=CC(=CC=C1)OC(F)(F)F)=O)F